(R)-5-amino-N-(1-(4-cyclopropyl-2-fluorophenyl)ethyl)-N-methyl-6,8-dihydro-1H-furo[3,4-d]pyrrolo[3,2-b]pyridine-2-carboxamide NC1=C2C(=C3C(=N1)C=C(N3)C(=O)N(C)[C@H](C)C3=C(C=C(C=C3)C3CC3)F)COC2